7-nitro-7-deazahypoxanthine [N+](=O)([O-])C1C=NC=2N=CNC(C12)=O